ethyl 3-(benzofuran-7-yl)-4-(trifluoromethyl)-1H-pyrazole-5-carboxylate O1C=CC2=C1C(=CC=C2)C2=NNC(=C2C(F)(F)F)C(=O)OCC